COC1=C(OC2=NC(=NC=C2)N)C=CC=C1 4-(2-methoxyphenoxy)pyrimidin-2-amine